4-Fluoro-2-((1-methylethyl)sulfonamido)-N-(4-(4-(methylthio)phenyl)thiazol-2-yl)benzamide FC1=CC(=C(C(=O)NC=2SC=C(N2)C2=CC=C(C=C2)SC)C=C1)NS(=O)(=O)C(C)C